7-(1,5-dimethyl-6-oxo-1,6-dihydropyridin-3-yl)-1-(1-hydroxy-2-(pyridin-2-yl)pentan-2-yl)isoquinoline-3(2H)-on CN1C=C(C=C(C1=O)C)C=1C=CC2=CC(NC(=C2C1)C(CO)(CCC)C1=NC=CC=C1)=O